C1C(CCN2CCCCC12)C1=CNC2=CC=CC=C12 3-(octahydro-2H-quinolizin-2-yl)-1H-indole